ClC1=CC=C(C=N1)[C@@H](C)CS([O-])=NC#N {[(1R)-1-(6-chloropyridin-3-yl)ethyl](methyl)oxido-λ4-sulfanylidene}cyanamide